6-chloro-3-(((1R)-1-(2-cyano-3-(5-(2,2-difluoroethyl)-2,5-diazabicyclo[2.2.1]heptan-2-yl)-7-methylquinoxalin-5-yl)ethyl)amino)picolinic acid ClC1=CC=C(C(=N1)C(=O)O)N[C@H](C)C1=C2N=C(C(=NC2=CC(=C1)C)C#N)N1C2CN(C(C1)C2)CC(F)F